tert-Butyl N-{2-[2-(2-{[6-({[2-(1-methyl-6-oxo-1,6-dihydropyridazin-3-yl)-1,3-benzoxazol-5-yl]oxy}methyl)pyridin-3-yl]oxy}ethoxy)ethoxy]ethyl}carbamate CN1N=C(C=CC1=O)C=1OC2=C(N1)C=C(C=C2)OCC2=CC=C(C=N2)OCCOCCOCCNC(OC(C)(C)C)=O